8-chloro-4-(2-(2,2-difluoroethyl)-2,8-diazaspiro[4.5]decan-8-yl)-2-(5-methyl-1H-pyrazol-4-yl)pyrido[3,4-d]pyrimidine ClC1=NC=CC2=C1N=C(N=C2N2CCC1(CCN(C1)CC(F)F)CC2)C=2C=NNC2C